5-(benzothien-2-yl)-2-methyl-1,2,3,3a,4,6a-hexahydrocyclopenta[c]pyrrole S1C(=CC2=C1C=CC=C2)C=2CC1C(CN(C1)C)C2